(S)-2-((1R,5S)-3-oxa-8-azabicyclo[3.2.1]octan-8-yl)propanal [C@H]12COC[C@H](CC1)N2[C@H](C=O)C